CC1=CC(=NC=C1)NC(C)C 4-methyl-N-propan-2-ylpyridin-2-amine